C(CCC)OCC=C[NH-] N-(butoxymethyl)vinylamide